ClC=1C(=NC=CC1)C1(CC(C1)F)CNC1=NC=C(C=N1)C=1C=C(C(=O)N)C=CC1F 3-[2-({[1-(3-chloro(2-pyridyl))-3-fluorocyclobutyl]methyl}amino)pyrimidin-5-yl]-4-fluorobenzamide